B(O)O Boronic Acid